triisopropyl-(4-((trimethylsilyl)ethynyl)phenoxy)silane C(C)(C)[Si](OC1=CC=C(C=C1)C#C[Si](C)(C)C)(C(C)C)C(C)C